N-carbamoyl-2-chloroacetamide C(N)(=O)NC(CCl)=O